CC(CCCNC(=O)C=1C(=NC(=CC1C)N(C)CCCOC)SCC)(C)C N-(4,4-Dimethyl-pentyl)-2-ethylsulfanyl-6-(3-methoxy-propyl-methyl-amino)-4-methyl-pyridine-3-carboxylic acid amide